5-chloro-1-{5-{3-deoxy-3-{2-[(2-methoxyphenyl)methylene]hydrazino}-β-D-galactopyranosyl}-3-methyl-1H-1,2,4-triazol-1-yl}-2-(trifluoromethyl)benzene ClC=1C=CC(=C(C1)N1N=C(N=C1[C@H]1[C@H](O)[C@H]([C@@H](O)[C@H](O1)CO)NN=CC1=C(C=CC=C1)OC)C)C(F)(F)F